FC=1C(=NC(=CC1)NC(=O)C1=NC=C(N=C1)OC)[C@]1(N=C(O[C@@H](C1)C(F)(F)F)NC(OC(C)(C)C)=O)C tert-Butyl (4S,6S)-4-(3-fluoro-6-(5-methoxypyrazine-2-carboxamido)pyridin-2-yl)-4-methyl-6-(trifluoromethyl)-5,6-dihydro-4H-1,3-oxazin-2-ylcarbamate